C(C1=CC=CC=C1)OC[C@@H](CF)O (S)-1-(benzyloxy)-3-fluoropropan-2-ol